CC1(CCCC2(C1CCC34C2CCC(C3)C(=C)C4)C)C Kaur-16-ene